3-(5-cyclopropylpyridin-2-yl)-2,3-dihydro-[1,4]dioxino[2,3-b]pyridin-7-ol C1(CC1)C=1C=CC(=NC1)C1COC=2C(=NC=C(C2)O)O1